9,9'-(3,5-bis(4,6-diphenyl-1,3,5-triazin-2-yl)-4-(6-phenyl-2-(6-phenylpyridin-2-yl)-9H-carbazol-9-yl)-1,2-phenylene)bis(9H-carbazole) C1(=CC=CC=C1)C1=NC(=NC(=N1)C1=CC=CC=C1)C=1C(=C(C=C(C1N1C2=CC=C(C=C2C=2C=CC(=CC12)C1=NC(=CC=C1)C1=CC=CC=C1)C1=CC=CC=C1)C1=NC(=NC(=N1)C1=CC=CC=C1)C1=CC=CC=C1)N1C2=CC=CC=C2C=2C=CC=CC12)N1C2=CC=CC=C2C=2C=CC=CC12